1-(3-acetylphenyl)-3-(3-(2-methoxyethyl)-4-oxo-2-(piperidin-1-ylmethyl)-3,4-dihydroquinazolin-6-yl)-1-methylurea C(C)(=O)C=1C=C(C=CC1)N(C(=O)NC=1C=C2C(N(C(=NC2=CC1)CN1CCCCC1)CCOC)=O)C